3-[(3S)-2-[4-(bromomethyl)cyclohexanecarbonyl]isoxazolidin-3-yl]-5-fluoro-benzonitrile BrCC1CCC(CC1)C(=O)N1OCC[C@H]1C=1C=C(C#N)C=C(C1)F